C(C1=CC=CC=C1)OC=1C=C2CN(C(C2=C(C1)C)=O)C1C(NC(CC1)=O)=O 3-(5-(benzyloxy)-7-methyl-1-oxoisoindolin-2-yl)piperidine-2,6-dione